sulfadiazine silver salt NC1C=CC(S(=O)(=O)[N-]C2N=CC=CN=2)=CC=1.[Ag+]